2-(Methylsulfanyl)-1-(2-(4-(5-(trifluoromethyl)furan-2-yl)-1H-imidazol-2-yl)piperidin-1-yl)propan-1-one CSC(C(=O)N1C(CCCC1)C=1NC=C(N1)C=1OC(=CC1)C(F)(F)F)C